[(2R)-2-[tert-butoxycarbonyl(p-tolylsulfonyl)amino]-1-[4-tert-butyl-2-[2-[tert-butyl(dimethyl)silyl]oxyethyl]phenyl]-4-methyl-pentyl] acetate C(C)(=O)OC([C@@H](CC(C)C)N(S(=O)(=O)C1=CC=C(C=C1)C)C(=O)OC(C)(C)C)C1=C(C=C(C=C1)C(C)(C)C)CCO[Si](C)(C)C(C)(C)C